C(C)(C)(C)OC(=O)N1CCCC2=CC=C(N=C12)CC(=O)OC 7-(2-methoxy-2-oxoethyl)-3,4-dihydro-1,8-naphthyridine-1(2H)-carboxylic acid tert-butyl ester